ClC1=C(C(=CC=C1)F)CC=1NC(N(N1)CC(F)F)=O 5-[(2-chloro-6-fluorophenyl)methyl]-2-(2,2-difluoroethyl)-2,4-dihydro-3H-1,2,4-triazol-3-one